OC1CN(C1)C=1C=C(C=2N(C1)N=CC2C#N)C=2C=NC(=CC2)N2CC1N(C(C2)C1)CC=1C=NC(=CC1)OC 6-(3-hydroxyazetidin-1-yl)-4-(6-{6-[(6-methoxypyridin-3-yl)methyl]-3,6-diazabicyclo[3.1.1]heptan-3-yl}pyridin-3-yl)pyrazolo[1,5-a]pyridine-3-carbonitrile